2-methyl-1-(6-phenoxy-1H-benzimidazol-1-yl)propan-2-ol CC(CN1C=NC2=C1C=C(C=C2)OC2=CC=CC=C2)(C)O